1-(2-tert-butylcyclohex-oxy)-2-butanol C(C)(C)(C)C1C(CCCC1)OCC(CC)O